ClC1=NC=C(C(=C1)C1=C(C=NC(=C1)C)C(=O)NC=1SC2=C(N1)CN(C2)C(=O)C2=NC=NC(=C2)C(F)F)OC 2'-chloro-N-(5-(6-(difluoromethyl)pyrimidine-4-carbonyl)-5,6-dihydro-4H-pyrrolo[3,4-d]thiazol-2-yl)-5'-methoxy-6-methyl-[4,4'-bipyridine]-3-carboxamide